C(C)N(C(C)C)C(C)C ethyldi(propane-2-yl)amine